ClC1=CC2=C(C=N1)C(=CN2C(C)C)/C=C/C(C)C (E)-4-(6-chloro-1-isopropyl-1H-pyrrolo[3,2-c]pyridin-3-yl)-2-methylbut-3-en